(S)-1-((5-(4-cyanobutoxy)-7-((2-methyl-[1,1'-biphenyl]-3-yl)methoxy)-2,3-dihydro-1H-inden-4-yl)methyl)piperidine-2-carboxamide C(#N)CCCCOC=1C(=C2CCCC2=C(C1)OCC=1C(=C(C=CC1)C1=CC=CC=C1)C)CN1[C@@H](CCCC1)C(=O)N